(4-(1,1-difluoropentyl)phenyl)acetonitrile FC(CCCC)(F)C1=CC=C(C=C1)CC#N